COC1CC=2C(=NC=CC2)N1 2-methoxy-2,3-dihydro-1H-pyrrolo[2,3-b]pyridine